C(C)NC(C([C@H](C[C@H]1C(NCC1)=O)NC([C@H](CCCC)NC(O[C@@H](C(C1=CC(=CC=C1)F)(F)F)C1=CC=CC=C1)=O)=O)=O)=O (R)-2,2-difluoro-2-(3-fluorophenyl)-1-phenylethyl ((S)-1-(((S)-4-(ethylamino)-3,4-dioxo-1-((S)-2-oxopyrrolidin-3-yl)butan-2-yl)amino)-1-oxohexan-2-yl)carbamate